8-bromo-N-methyl-N-phenyl-[1,2,4]triazolo[4,3-a]quinazolin-5-amine BrC1=CC=C2C(=NC=3N(C2=C1)C=NN3)N(C3=CC=CC=C3)C